ClC=1N(C(=CN1)C=1C=C2C(=C(NC2=CC1)C1=CC(=C(C=C1)OC)OC)C(C)C)C 5-(2-chloro-1-methyl-1H-imidazol-5-yl)-2-(3,4-dimethoxyphenyl)-3-isopropyl-1H-indole